(R)-N-(2,6-dioxopiperidin-3-yl)pyrazolo[1,5-a]pyrimidine-3-carboxamide O=C1NC(CC[C@H]1NC(=O)C=1C=NN2C1N=CC=C2)=O